N(C1=CC=CC=C1)C1=NC(=NC=C1C)N(C=1C=C(C(=C(C(=O)OC)C1)B1OCC(CO1)(C)C)CC)S(=O)(=O)C(F)(F)F methyl 5-[(4-anilino-5-methyl-pyrimidin-2-yl)-(trifluoromethylsulfonyl)amino]-2-(5,5-dimethyl-1,3,2-dioxaborinan-2-yl)-3-ethyl-benzoate